(R)-5-(2-((3,3-difluoro-1-(methyl-d3)piperidin-4-yl)amino)-6-fluoro-4-methoxypyrrolo[2,1-f][1,2,4]triazin-5-yl)-N-methylpyrazolo[1,5-a]pyridine-3-carboxamide FC1(CN(CC[C@H]1NC1=NN2C(C(=N1)OC)=C(C(=C2)F)C2=CC=1N(C=C2)N=CC1C(=O)NC)C([2H])([2H])[2H])F